NC1=NC(=C(C=2N1N=C(N2)OCC2=NC=CC=C2F)C2=CC(=NC(=C2)C)OC)C=2C=C(C#N)C=CC2 3-(5-amino-2-((3-fluoropyridin-2-yl)methoxy)-8-(2-methoxy-6-methylpyridin-4-yl)-[1,2,4]triazolo[1,5-c]pyrimidin-7-yl)benzonitrile